4-((R)-3-((cyclopropylmethyl)amino)piperidin-1-yl)-1-(1-(1-(6-(dimethylamino)pyrazin-2-yl)-1H-pyrazol-4-yl)ethyl)pyridin-2(1H)-one C1(CC1)CN[C@H]1CN(CCC1)C1=CC(N(C=C1)C(C)C=1C=NN(C1)C1=NC(=CN=C1)N(C)C)=O